BrC=1C=CC(=C(C=O)C1)F 5-bromo-2-fluorobenzaldehyde